1-amino-3-((tert-butyldiphenylsilyl)oxy)propan-2-ol trifluoroacetate salt FC(C(=O)O)(F)F.NCC(CO[Si](C1=CC=CC=C1)(C1=CC=CC=C1)C(C)(C)C)O